C(CCC)S(=O)(=O)NC(=O)C=1C=C2C(N(C(C2=CC1)=O)C=1C=C(C=CC1)C1=CC=CC=C1)=O 3-[5-(Butane-1-sulfonylaminocarbonyl)-1,3-dioxo-1,3-dihydroisoindol-2-yl]biphenyl